C(C)(C)C1=C(C=CC(=N1)C1CCC2(CN(C2)C(=O)OC(C)(C)C)CC1)C tert-Butyl 7-(6-isopropyl-5-methylpyridin-2-yl)-2-azaspiro[3.5]nonane-2-carboxylate